ClC=1C(=CC(=C(N)C1)C)[N+](=O)[O-] 5-chloro-2-methyl-4-nitro-aniline